2,4-dihydro-2-(1-ethylpropyl)-3H-1,2,4-triazol-3-one C(C)C(CC)N1N=CNC1=O